COC1=C(CNC2=C3C(=NC=N2)N(N=C3[Sn](C)(C)C)C3COCC3)C=CC(=C1)OC N-(2,4-dimethoxybenzyl)-1-(tetrahydrofuran-3-yl)-3-(trimethylstannyl)-1H-pyrazolo[3,4-d]pyrimidin-4-amine